2-[2-[tert-butyl-(dimethyl)silyl]oxyethyl]-4-(1-tetrahydropyran-2-yl-3-vinyl-indazol-5-yl)pyrazol-3-ol C(C)(C)(C)[Si](OCCN1N=CC(=C1O)C=1C=C2C(=NN(C2=CC1)C1OCCCC1)C=C)(C)C